[Si](C)(C)(C(C)(C)C)C=1N(C=C(N1)C(C1=C(C=C(C=C1)C(F)(F)F)OC)=O)S(=O)(=O)N(C)C 2-[tert-butyl(dimethyl)silyl]-4-[2-methoxy-4-(trifluoromethyl)benzoyl]-N,N-dimethyl-imidazole-1-sulfonamide